4-((4-(1-(2,6-Dioxopiperidin-3-yl)-3-methyl-2-oxo-2,3-dihydro-1H-benzo[d]imidazol-5-yl)piperidin-1-yl)methyl)piperidine-1-carboxylic acid tert-butyl ester C(C)(C)(C)OC(=O)N1CCC(CC1)CN1CCC(CC1)C1=CC2=C(N(C(N2C)=O)C2C(NC(CC2)=O)=O)C=C1